(2RS,4R)-2-(2,2-dimethyl-4,6-dioxo-1,3-dioxane-5-carbonyl)-4-fluoro-pyrrolidine-1-carboxylic acid tert-butyl ester C(C)(C)(C)OC(=O)N1[C@H](C[C@H](C1)F)C(=O)C1C(OC(OC1=O)(C)C)=O |&1:8|